(2,5-dibromopyridin-4-yl)triethylsilyl-methanol BrC1=NC=C(C(=C1)C(O)[Si](CC)(CC)CC)Br